4-[[5-[[8-(4-fluoro-2-isopropoxyphenyl)quinazolin-2-yl]amino]-2-methyl-phenyl]carbamoyl]benzoic acid FC1=CC(=C(C=C1)C=1C=CC=C2C=NC(=NC12)NC=1C=CC(=C(C1)NC(=O)C1=CC=C(C(=O)O)C=C1)C)OC(C)C